C1(CCCC1)NP(OCC)(=O)CC1=CC=C(C=C1)C1=NOC(=N1)C(F)(F)F ethyl N-cyclopentyl-P-(4-(5-(trifluoromethyl)-1,2,4-oxadiazol-3-yl)benzyl)phosphonamidate